ClC=1C(=NC(=NC1)NC1=CC(=C(C=C1)N1CCC(CC1)N1CCN(CC1)C)Cl)C1=CN(C2=CC=CC=C12)CC 5-chloro-N-(3-chloro-4-(4-(4-methylpiperazin-1-yl)piperidin-1-yl)phenyl)-4-(1-ethyl-1H-indol-3-yl)pyrimidin-2-amine